5-((S)-2-(dimethylamino)-3-((S)-2-oxopyrrolidin-3-yl)propanamido)-2-methyl-N-((R)-1-(naphthalen-1-yl)ethyl)benzamide CN([C@H](C(=O)NC=1C=CC(=C(C(=O)N[C@H](C)C2=CC=CC3=CC=CC=C23)C1)C)C[C@H]1C(NCC1)=O)C